3-(3-(N-(((1R,2R,3S,4R)-4-(4-chloro-7H-pyrrolo[2,3-d]pyrimidin-7-yl)-2,3-dihydroxycyclopentyl)methyl)propionamido)prop-1-yn-1-yl)benzamide ClC=1C2=C(N=CN1)N(C=C2)[C@H]2[C@@H]([C@@H]([C@H](C2)CN(C(CC)=O)CC#CC=2C=C(C(=O)N)C=CC2)O)O